tris(2,6-di-tert-butyl-4-(benzoyloxymethyl)phenol) phosphate P(=O)(O)(O)O.C(C)(C)(C)C1=C(C(=CC(=C1)COC(C1=CC=CC=C1)=O)C(C)(C)C)O.C(C)(C)(C)C1=C(C(=CC(=C1)COC(C1=CC=CC=C1)=O)C(C)(C)C)O.C(C)(C)(C)C1=C(C(=CC(=C1)COC(C1=CC=CC=C1)=O)C(C)(C)C)O